OC1(N=CC(C=C1)(C(=O)O)O)C(=O)O 2,5-dihydroxypyridine-2,5-dicarboxylic acid